1-[3-(4-Bromo-2-methyl-2H-pyrazol-3-yl)-4-methoxy-phenyl]-3-(4-chloro-phenyl)-urea BrC1=C(N(N=C1)C)C=1C=C(C=CC1OC)NC(=O)NC1=CC=C(C=C1)Cl